(azo)thymine N(=NCC=1C(NC(NC1)=O)=O)CC=1C(NC(NC1)=O)=O